C(C)(=O)OC1=NN(C=C1OC1=CC(=NC=C1)Cl)C(C)=O 1-acetyl-4-((2-chloropyridin-4-yl) oxy)-1H-pyrazol-3-yl acetate